(R)-N-(2-methyl-4-(N-(1-(piperidin-4-yl)ethyl)sulfamoyl)phenyl)thiophene-2-carboxamide CC1=C(C=CC(=C1)S(N[C@H](C)C1CCNCC1)(=O)=O)NC(=O)C=1SC=CC1